2-bromo-5-(4-cyclohexyl-3-fluorophenyl)-7-oxo-4,7-dihydropyrazolo[1,5-a]pyrimidine-3-carboxylic acid BrC1=NN2C(NC(=CC2=O)C2=CC(=C(C=C2)C2CCCCC2)F)=C1C(=O)O